O=C1N(C(C2=CC=CC=C12)=O)C1(CC1)/C=C/C(=O)C1=CC=C(C=C1)S(=O)(=O)N(CCC)CCC (E)-4-(3-(1-(1,3-dioxoisoindolin-2-yl)cyclopropyl)acryloyl)-N,N-dipropylbenzenesulfonamide